3-(1-((endo)-2-Azabicyclo[2.1.1]hexan-5-yl)-2-ethyl-4-(1-ethyl-6-oxo-1,6-dihydropyridin-3-yl)-6-fluoro-7-(3-hydroxynaphthalen-1-yl)-1H-imidazo[4,5-c]quinolin-8-yl)propanenitrile C12NCC(C1N1C(=NC=3C(=NC=4C(=C(C(=CC4C31)CCC#N)C3=CC(=CC1=CC=CC=C31)O)F)C3=CN(C(C=C3)=O)CC)CC)C2